C(C(=C)C)(=O)OCCC(C(=O)[O-])CC(=O)[O-] 2-(methacryloyloxyethyl)succinate